BrC1=CC=C(C=C1)[C@]12[C@H]([C@H]([C@@](C=3C(=NC(=CC3)OC)O1)(C2=O)O)C(=O)OC)C2=CC=CC=C2 |&1:8| rac-methyl (2S,4R,5R)-2-(4-bromophenyl)-5-hydroxy-8-methoxy-10-oxo-3-phenyl-2,3,4,5-tetrahydro-2,5-methanooxepino[2,3-b]pyridine-4-carboxylate